di(dichloro-pentadecanoyl) peroxide ClC(CCCCCCCCCCCCCC(=O)OOC(CCCCCCCCCCCCCC(Cl)Cl)=O)Cl